(2,6-dimethylpiperazin-1-yl)(morpholinyl)methanone hydrochloride Cl.CC1N(C(CNC1)C)C(=O)N1CCOCC1